N-[3-[3-(4-fluorophenyl)-1,2,4-oxadiazol-5-yl]-1-bicyclo[1.1.1]pentanyl]-3-(1-methylsulfonylcyclopropyl)-1,2,4-thiadiazole-5-carboxamide FC1=CC=C(C=C1)C1=NOC(=N1)C12CC(C1)(C2)NC(=O)C2=NC(=NS2)C2(CC2)S(=O)(=O)C